CC1(C(C1)C1=NN(C2=CC=C(C=C12)N)C1OCCCC1)C 3-(2,2-dimethylcyclopropyl)-1-(tetrahydro-2H-pyran-2-yl)-1H-indazol-5-amine